C1(=CC(=CC=C1)C(=O)O)C1=CC=C(C=C1)C(=O)O 3,4'-biphenyl-dicarboxylic acid